C[C@@H]1[C@H](C[C@H](C(O1)O)O)O 3,6-dideoxy-D-ribose